(3-((8-chloro-[1,2,4]triazolo[4,3-a]quinazolin-5-yl)(methyl)amino)phenyl)-1-methoxy-4-(methoxymethyl)-2-methylhex-5-yne-2,4-diol ClC1=CC=C2C(=NC=3N(C2=C1)C=NN3)N(C=3C=C(C=CC3)C(C(CC(C#C)(O)COC)(O)C)OC)C